ethyl 2'-cyclobutyl-5'-methoxy-2,3,4,5-tetrahydro-[1,1'-biphenyl]-4-carboxylate C1(CCC1)C1=C(C=C(C=C1)OC)C=1CCC(CC1)C(=O)OCC